Benzyl (S)-7-(1-amino-5-(tert-butoxy)-1,5-dioxopentan-2-yl)-4-fluoro-6-oxo-7,8-dihydro-2H,6H-spiro[furo[2,3-e]isoindole-3,4'-piperidine]-1'-carboxylate NC([C@H](CCC(=O)OC(C)(C)C)N1C(C2=CC(=C3C(=C2C1)OCC31CCN(CC1)C(=O)OCC1=CC=CC=C1)F)=O)=O